C(C=C)C1=NC(=CC=C1N)OC 2-Allyl-6-methoxypyridin-3-amine